O1C(=CC=C1)C[C@H](N)C(=O)O β-2-furylalanine